(S)-2-amino-N-(5-(2-(2-aminopyridin-3-yl)-7-methyl-5-(1H-pyrazol-1-yl)-3H-imidazo[4,5-b]pyridin-3-yl)-2,3-dihydro-1H-inden-1-yl)-4-(benzyloxy)-5-formylbenzamide NC1=C(C(=O)N[C@H]2CCC3=CC(=CC=C23)N2C(=NC=3C2=NC(=CC3C)N3N=CC=C3)C=3C(=NC=CC3)N)C=C(C(=C1)OCC1=CC=CC=C1)C=O